1-(3-((3-Aminobenzo[d]isoxazol-4-yl)oxy)phenyl)-3-(3-(trifluoromethyl)phenyl)urea NC1=NOC2=C1C(=CC=C2)OC=2C=C(C=CC2)NC(=O)NC2=CC(=CC=C2)C(F)(F)F